[Si](C)(C)(C(C)(C)C)OC[C@H](NC(=O)C=1N=C(SC1)N1C[C@@H](CC1)NC(=O)OCC)C(=O)OC methyl O-(tert-butyldimethylsilyl)-N-(2-((R)-3-((ethoxycarbonyl)amino)pyrrolidin-1-yl)thiazole-4-carbonyl)-L-serinate